CN(C1CN(C1)C1=NC=2C(=C(C(=CC2C2=C1N=NN2[C@@H]2C[C@H](N(CC2)C(\C=C\CF)=O)CC#N)C)C2=C(C(=CC=C2)C)C)F)C ((2S,4S)-4-(4-(3-(dimethylamino)azetidin-1-yl)-7-(2,3-dimethylphenyl)-6-fluoro-8-methyl-1H-[1,2,3]triazolo[4,5-c]quinolin-1-yl)-1-((E)-4-fluorobut-2-enoyl)piperidin-2-yl)acetonitrile